3,3-dimethyl-2-[(6-methyl-3-pyridyl)amino]butanoic acid CC(C(C(=O)O)NC=1C=NC(=CC1)C)(C)C